NC=1C=2N(C3=CC(=CC=C3N1)C(=O)N(C)[C@@H]1COC3=C1C=CC(=C3)CF)C=NC2 (S)-4-amino-N-(6-(fluoromethyl)-2,3-dihydrobenzofuran-3-yl)-N-methylimidazo[1,5-a]quinoxaline-8-carboxamide